O=C1NC(CCC1N1C(C2=CC(=C(C=C2C1=O)F)N1CCN(CC1)CC1=CC=C(C=C1)N1CCC(CC1)OC1=NC(=CC(=N1)N1CCOCC1)N1N=C(C=C1)C=1C=C(C=CC1)C)=O)=O 2-(2,6-Dioxopiperidin-3-yl)-5-fluoro-6-(4-(4-(4-((4-morpholino-6-(3-(m-tolyl)-1H-pyrazol-1-yl)pyrimidin-2-yl)oxy)piperidin-1-yl)benzyl)piperazin-1-yl)isoindoline-1,3-dione